(S or R)-2-(2,4-difluoro-5-(2-(((S)-phenyl((R)-1,2,3,4-tetrahydro-1,5-naphthyridin-3-yl)methyl)amino)ethyl)phenyl)propanoic acid FC1=C(C=C(C(=C1)F)CCN[C@@H]([C@H]1CNC2=CC=CN=C2C1)C1=CC=CC=C1)[C@@H](C(=O)O)C |o1:28|